C(#N)C1=NC2=CC(=CC(=C2N=C1NCC1COC1)[C@@H](C)NC1=C(C(=O)O)C=CC=C1)C (R)-2-((1-(2-cyano-7-methyl-3-((oxetan-3-ylmethyl)amino)quinoxalin-5-yl)ethyl)amino)benzoic acid